(S)-2-((4-(6-(benzo[d]oxazol-2-ylmethoxy)pyridin-2-yl)piperazin-1-yl)methyl)-1-(oxetan-2-ylmethyl)-1H-benzo[d]imidazole-6-carboxylic acid O1C(=NC2=C1C=CC=C2)COC2=CC=CC(=N2)N2CCN(CC2)CC2=NC1=C(N2C[C@H]2OCC2)C=C(C=C1)C(=O)O